BrC=1C(=CC(=NC1)CNC(=O)[C@H]1CN(CCC1)C=1C=2C(N=CN1)=NN(C2)C2=CC(=C(C=C2)C)F)C (R)-N-((5-bromo-4-methylpyridin-2-yl)methyl)-1-(2-(3-fluoro-4-methylphenyl)-2H-pyrazolo[3,4-d]pyrimidin-4-yl)piperidine-3-carboxamide